OC1=CC=C(C(=O)OC(C)(C)C)C=C1 tert-butyl 4-hydroxy-benzoate